COC[C@H]1CC2=C(N(C3=CC=CC=C23)C(=O)OC(C)(C)C)C(N1)C1=CC=C(C=C1)N1CCOCC1 tert-butyl (3R)-3-(methoxymethyl)-1-(4-morpholinophenyl)-1,2,3,4-tetrahydro-9H-pyrido[3,4-b]indole-9-carboxylate